C(CCCCCCC)C(C(=O)OC[C@@H]1C[C@@H](CC(C1)N(C)CCCCO[Si](C)(C)C(C)(C)C)COC(C(CCCCCCCC)CCCCCCCC)=O)CCCCCCCC |o1:13,15| (rel-(1R,3S,5s)-5-((4-((tert-butyldimethylsilyl)oxy)butyl)(methyl)amino)cyclohexane-1,3-diyl)bis(methylene) bis(2-octyldecanoate)